Cl.C(C(=C)C)(=O)NN methacrylamidoamine hydrochloride